6-(6-Chloro-4-(5-formylpyridin-2-yl)indolin-1-yl)-N-((1R,2S)-2-fluorocyclopropyl)-8-(methylamino)imidazo[1,2-b]pyridazine-3-carboxamide ClC1=CC(=C2CCN(C2=C1)C=1C=C(C=2N(N1)C(=CN2)C(=O)N[C@H]2[C@H](C2)F)NC)C2=NC=C(C=C2)C=O